[C@H](C)(CC)NC=1C2=C(N=C(N1)NC1=C(C=C(C=C1)S(=O)(=O)N1CCC(CC1)N1CCOCC1)OC)NC=C2 (S)-N4-(sec-butyl)-N2-(2-methoxy-4-((4-morpholinopiperidin-1-yl)sulfonyl)phenyl)-7H-pyrrolo[2,3-d]pyrimidine-2,4-diamine